N1C(=CC=C1)NC(C(=O)NC=1NC=CC1)=O N,N'-Bis-(1H-pyrrol-2-yl)-oxalamide